C1(=CC=CC=C1)C1=CC(=N[Se]1)C1=CC=C(C=C1)C 5-phenyl-3-(p-tolyl)-1,2-selenazole